C[C@H]1[C@H](CCCC1)C 1,2cis-dimethylcyclohexane